6-(3-methoxy-4-((4-methoxybenzyl)oxy)phenyl)-5-methyl-2,3-diphenylpyrazolo[1,5-a]pyrimidin-7(4H)-one COC=1C=C(C=CC1OCC1=CC=C(C=C1)OC)C1=C(NC=2N(C1=O)N=C(C2C2=CC=CC=C2)C2=CC=CC=C2)C